(rac)-2'-[6-amino-5-(trifluoromethyl)pyridin-3-yl]-N-ethyl-5',6'-dihydrospiro[pyrrolidine-3,4'-pyrrolo[1,2-b]pyrazole]-1-carboxamide NC1=C(C=C(C=N1)C=1C=C2N(N1)CC[C@]21CN(CC1)C(=O)NCC)C(F)(F)F |r|